O1N=CC2=C1C=CC(=C2)CNC([O-])=O 5-benzoisoxazolylmethylcarbamate